ClC1=C2C(=NC=C1CNC1=C(C(=CC(=C1F)OC)OC)F)N(C=C2)S(=O)(=O)C2=CC=CC=C2 N-((4-chloro-1-(phenylsulfonyl)-1H-pyrrolo[2,3-b]pyridin-5-yl)methyl)-2,6-difluoro-3,5-dimethoxyaniline